1-methyl-3-(5-methylsulfanyl-2-chloro-4-pyrimidinyl)-6-trifluoromethylindole CN1C=C(C2=CC=C(C=C12)C(F)(F)F)C1=NC(=NC=C1SC)Cl